O[C@@H]1CC2=CC[C@H]3[C@@H]4C[C@H]([C@H](C(CN5CCN(CC5)C5=NC(=NC(=C5)N5CCCC5)N5CCCC5)=O)[C@]4(CC[C@@H]3[C@]2(CC1)C)C)C 3β-hydroxy-16α-methyl-21-[4-[2,6-bis(1-pyrrolidinyl)-4-pyrimidinyl]-1-piperazinyl]-pregn-5-en-20-one